N-(cyclobutylmethyl)-1-[6-[[4-(1H-pyrazolo[4,3-c]pyridin-4-yl)triazol-1-yl]methyl]-1H-indol-2-yl]methanamine C1(CCC1)CNCC=1NC2=CC(=CC=C2C1)CN1N=NC(=C1)C1=NC=CC2=C1C=NN2